C[C@@H]([C@H]1CC[C@@H]2[C@@]1(CC[C@H]3[C@H]2CCC4=C[C@H](CC[C@]34C)O)C)O 4-pregnen-3β,20α-diol